7-nitro-4-(pyrrolidin-1-yl)quinolin-8-ol [N+](=O)([O-])C1=CC=C2C(=CC=NC2=C1O)N1CCCC1